10-(2-(3-chlorophenyl)indol-3-yl)-10H-phenothiazine ClC=1C=C(C=CC1)C=1NC2=CC=CC=C2C1N1C2=CC=CC=C2SC=2C=CC=CC12